5-(4-((7,8-difluoro-2-methyl-3-oxo-3,4-dihydroquinoxalin-6-yl)methyl)piperazin-1-yl)-6-methyl-N-(tetrahydrofuran-3-yl)pyridinecarboxamide FC1=C(C=C2NC(C(=NC2=C1F)C)=O)CN1CCN(CC1)C=1C=CC(=NC1C)C(=O)NC1COCC1